N-[bicyclo[2.2.2]octan-1-ylmethylidene]-hydroxylamine C12(CCC(CC1)CC2)C=NO